NC(C(CCC(=O)OC(C)(C)C)N1C(C2=CC=C(C=C2C1)C1=CN=C(N1C)N1CCCCC1)=O)=O tert-Butyl 5-amino-4-(5-(1-methyl-2-(piperidin-1-yl)-1H-imidazol-5-yl)-1-oxoisoindolin-2-yl)-5-oxopentanoate